CC1=NC(=CC(=C1)O[C@@H]1CN(CCC1)CC1=C(N=C(S1)NC(C)=O)F)C (S)-N-(5-((3-((2,6-dimethylpyridin-4-yl)oxy)piperidin-1-yl)methyl)-4-fluorothiazol-2-yl)acetamide